ClC=CC chloropropen